ClC1=CC=2C=3C=CC(=CC3N(C(N(C2N=C1)CC)=O)C1=C(C=C(C=C1F)N1C[C@H](NCC1)CO)F)C#N 4-chloro-10-{2,6-difluoro-4-[(3S)-3-(hydroxymethyl)piperazin-1-yl]phenyl}-8-ethyl-9-oxo-6,8,10-triazatricyclo[9.4.0.02,7]pentadeca-1(11),2(7),3,5,12,14-hexaene-13-carbonitrile